C1=C(C=CC2=CC(=CC=C12)C(=O)Cl)C(=O)Cl naphthalene-2,6-dicarbonyl dichloride